FC=1C=C(C=CC1)N1N=CN=C1 1-(3-fluorophenyl)-1H-1,2,4-triazol